NC=1N=C(SC1C(C1=CC=CC=C1)=O)N(C1=CC=C(C=C1)OCC)[C@@H](C(=O)N)C |r| rac-2-(N-(4-Amino-5-benzoylthiazol-2-yl)-4-ethoxyanilino)propanamid